C[Si](C)(C)Cl The molecule is a silyl chloride consisting of a central silicon atom covalently bound to one chloro and three methyl groups. Chlorotrimethylsilane is a derivatisation agent used in gas chromatography/mass spectrometry applications. It has a role as a chromatographic reagent.